The molecule is a steroid acid that is ergosta-8,24(28)-dien-26-oic acid substituted by a methyl group at position 4 and oxo groups at positions 3, 7 and 11 (the 4alpha,5alpha stereoisomer). Isolated from Antrodia cinnamomea and Antrodia camphorata, it exhibits cytotoxic and anti-inflammatory activity. It has a role as an antineoplastic agent, an anti-inflammatory agent and a plant metabolite. It is a 3-oxo steroid, a 7-oxo steroid, an 11-oxo steroid, a steroid acid, a monocarboxylic acid and an ergostanoid. C[C@H]1[C@@H]2CC(=O)C3=C([C@]2(CCC1=O)C)C(=O)C[C@]4([C@H]3CC[C@@H]4[C@H](C)CCC(=C)C(C)C(=O)O)C